N1=C(C=CC=C1)CN1CCNCC1 4-(pyridin-2-ylmethyl)piperazin